C(#N)C1=C2CCOC(C2=CC=C1)CN(C(OC(C)(C)C)=O)C tert-butyl (5-cyanoisochroman-1-yl)methyl(methyl)carbamate